4-bromo-5-chloro-δ,δ,2-trifluoro-benzenepentanoic acid BrC1=CC(=C(C=C1Cl)C(CCCC(=O)O)(F)F)F